(R)-5-amino-N-(1-(naphthalen-1-yl)ethyl)-2-(trifluoromethyl)benzamide NC=1C=CC(=C(C(=O)N[C@H](C)C2=CC=CC3=CC=CC=C23)C1)C(F)(F)F